(R)-3-(1-((3-chloroimidazo[1,2-a]pyrido[4,3-e]pyrimidin-5-yl)amino)ethyl)-2-methylbenzonitrile ClC1=CC=2C(=NC=3N(C2C=N1)C=CN3)N[C@H](C)C=3C(=C(C#N)C=CC3)C